oxetan-3-yl ((1S,4r)-4-(5-(2-(N-(tert-butyl)sulfamoyl)-4-(3-((S)-1-phenylethyl)ureido)phenyl)thiazol-2-yl)cyclohexyl)carbamate C(C)(C)(C)NS(=O)(=O)C1=C(C=CC(=C1)NC(=O)N[C@@H](C)C1=CC=CC=C1)C1=CN=C(S1)C1CCC(CC1)NC(OC1COC1)=O